N-(2-((2-methoxy-4-(1-methyl-1H-pyrazol-4-yl)phenyl)amino)pyrido[3,4-d]pyrimidin-8-yl)-2-methylpropane-2-sulfonamide COC1=C(C=CC(=C1)C=1C=NN(C1)C)NC=1N=CC2=C(N1)C(=NC=C2)NS(=O)(=O)C(C)(C)C